C12CN(CC(CC1)N2)C=2C=C1C(N(C(C1=CC2F)=O)C2C(NC(CC2)=O)=O)=O 5-(3,8-diazabicyclo[3.2.1]octan-3-yl)-2-(2,6-dioxopiperidin-3-yl)-6-fluoroisoindoline-1,3-dione